BrC#N hypobromous, cyanide